(R)-5-(3-(3-methyl-2-oxoimidazolidin-1-yl)piperidin-1-yl)-3-((1,2,3,4-tetrahydroisoquinolin-6-yl)amino)pyrazine-2-carboxamide CN1C(N(CC1)[C@H]1CN(CCC1)C=1N=C(C(=NC1)C(=O)N)NC=1C=C2CCNCC2=CC1)=O